(S)-N-(3-(2-((1,3-dihydroxypropan-2-yl)amino)-6-morpholinopyridin-4-yl)-4-methylphenyl)-3-(2,2,2-trifluoroethyl)pyrrolidine-1-carboxamide OCC(CO)NC1=NC(=CC(=C1)C=1C=C(C=CC1C)NC(=O)N1C[C@@H](CC1)CC(F)(F)F)N1CCOCC1